C(C)(C)(C)OC(=O)N1[C@H](CC(=CC1)C=1N=NC(=CC1C)N)C (2S)-4-(6-amino-4-methylpyridazin-3-yl)-2-methyl-1,2,3,6-tetrahydropyridine-1-carboxylic acid tert-butyl ester